C(C)(C)C1=CC=C(C=C1)NCC1C(C(CCC1)C1=CC=C(C=C1)NC)C(=O)[O-] 2-(((4-isopropylphenyl)amino)methyl)-6-(4-(methylamino)phenyl)cyclohexane-1-carboxylate